(E)-1-(3-hydroxyphenyl)-3-(4-methylthiazol-yl)prop-2-en-1-one OC=1C=C(C=CC1)C(\C=C\C=1SC=C(N1)C)=O